N-(4-((1S,4S)-2-oxa-5-azabicyclo[2.2.1]heptan-5-yl)phenyl)-5-bromo-2-nitroaniline [C@@H]12OC[C@@H](N(C1)C1=CC=C(C=C1)NC1=C(C=CC(=C1)Br)[N+](=O)[O-])C2